ClC1COC2=C(O1)C=CC=C2N2CC(NCC2)Cl 2-Chloro-5-(3-chloropiperazin-1-yl)-2,3-dihydro-1,4-benzodioxine